ClC=1C=CC=C2C=CC=C(C12)C1=C(C=2N=C(N=C(C2C=N1)N1CCNC2(COC2)C1)OCC12CCCN2CCC1)F 8-(7-(8-chloronaphthalen-1-yl)-8-fluoro-2-((tetrahydro-1H-pyrrolizin-7a(5H)-yl)methoxy)pyrido[4,3-d]pyrimidin-4-yl)-2-oxa-5,8-diazaspiro[3.5]nonane